FC1(CC12CN(C(C1=CC=C(C=C21)C(=C)F)=O)CC(=O)OC)F methyl 2-(2,2-difluoro-6'-(1-fluorovinyl)-1'-oxo-1'H-spiro[cyclopropane-1,4'-isoquinolin]-2'(3'H)-yl)acetate